C(CC)(=O)OC1=C(C(=C(C(=C1)C(C)(C)C)O)C(C)(C)C)CCCCCCCCCCCCCCCCCC n-octadecyl-3,5-di-tert-butyl-4-hydroxyphenyl propionate